ClC=1C=C(OC2=C3C(C(C3=C(C=C2)S(=O)(=O)C)O)F)C=C(C1)F 2-(3-chloro-5-fluorophenoxy)-8-fluoro-5-methanesulfonylbicyclo[4.2.0]octa-1,3,5-trien-7-ol